4-(4-{6-Chloro-7-[(1-methylpiperidin-4-yl)amino]-3H-imidazo[4,5-b]pyridin-2-yl}phenyl)-1-(3-methoxypropyl)piperazin-2-one ClC=1C(=C2C(=NC1)NC(=N2)C2=CC=C(C=C2)N2CC(N(CC2)CCCOC)=O)NC2CCN(CC2)C